2-(3-(2,4-dimethoxyphenyl)-1-methylureido)-5-oxo-5H-thieno[3,2-b]pyran-6-carboxylic acid COC1=C(C=CC(=C1)OC)NC(N(C)C1=CC=2OC(C(=CC2S1)C(=O)O)=O)=O